ClC1=C2C(=NC=C1)N(C=C2I)C2=CC=C(C=C2)CN(C)C (4-(4-chloro-3-iodo-1H-pyrrolo[2,3-b]pyridine-1-yl)phenyl)-N,N-dimethyl-methylamine